NCCCCN1C2=C(N(C(C3=C1C=CC=C3)=O)CCO)C=CC(=C2)Cl 5-(4-Aminobutyl)-7-chloro-10-(2-hydroxyethyl)-5,10-dihydro-11H-dibenzo[b,e][1,4]diazepin-11-one